Methyl 4-[[(3R,4R)-4-[4-chloro-2-(5-fluoro-2-pyridyl)-1H-imidazol-5-yl]-3-methyl-1-piperidyl]sulfonyl]thiazole-2-carboxylate ClC=1N=C(NC1[C@H]1[C@H](CN(CC1)S(=O)(=O)C=1N=C(SC1)C(=O)OC)C)C1=NC=C(C=C1)F